1,4-diphenylcyclohexane C1(=CC=CC=C1)C1CCC(CC1)C1=CC=CC=C1